N,N-Dioctyl-m-toluidine C(CCCCCCC)N(C1=CC(=CC=C1)C)CCCCCCCC